O[C@H]1C[C@@H](CCC1)N1C(C2(C3=C1N=C(N=C3)NC=3C(=NNC3)OCCOC)CC2)=O 7'-((1R,3R)-3-hydroxycyclohexyl)-2'-((3-(2-methoxyethoxy)-1H-pyrazol-4-yl)amino)spiro[cyclopropane-1,5'-pyrrolo[2,3-d]pyrimidin]-6'(7'H)-one